(3R)-3-[8-[4-[4-[4-[3-amino-6-(2-hydroxyphenyl)pyridazin-4-yl]triazol-2-yl]-1-piperidyl]cyclohexyl]-2,3-dihydro-1,4-benzoxazin-4-yl]piperidine-2,6-dione NC=1N=NC(=CC1C1=NN(N=C1)C1CCN(CC1)C1CCC(CC1)C1=CC=CC=2N(CCOC21)[C@H]2C(NC(CC2)=O)=O)C2=C(C=CC=C2)O